8-fluoro-2-phenyl-2H-benzo[e][1,2]Thiazine-1,1-dioxide FC1=CC=CC=2C=CN(S(C21)(=O)=O)C2=CC=CC=C2